BrC1=CC(=C(C=C1)C1=NN2C(N=C(C=C2O)C(=O)OC)=C1)F methyl 2-(4-bromo-2-fluorophenyl)-7-hydroxypyrazolo[1,5-a]pyrimidine-5-carboxylate